Ethyl (S)-3-(5-((4-(3-((2-(1-hydroxyethyl)-1H-imidazol-1-yl)methyl)isoxazol-5-yl)phenyl)ethynyl)pyridin-2-yl)propanoate O[C@@H](C)C=1N(C=CN1)CC1=NOC(=C1)C1=CC=C(C=C1)C#CC=1C=CC(=NC1)CCC(=O)OCC